CC(CCC)C(CCCC)=O 4-methylnonan-5-one